C(C)(C)(C)OC(=O)NC(C(=O)OCC1=CC=CC=C1)C(C=C)(C)C benzyl 2-(tert-butoxycarbonylamino)-3,3-dimethyl-pent-4-enoate